C1(=CC=CC2=CC=CC=C12)C1=C2C=CC=CC2=C(C2=CC=CC=C12)C1=CC=C(C=C1)C1=CC=C(C=C1)C=1C2=CC=CC=C2C(=C2C=CC=CC12)C1=CC=CC2=CC=CC=C12 4,4'-di[10-(naphthalene-1-yl)anthracene-9-yl]biphenyl